2-(4-(2-ethyl-3-((4-(4-fluorophenyl)-5-(hydroxymethyl)thiazol-2-yl)(methyl)amino)imidazo[1,2-a]pyridin-6-yl)piperazin-1-yl)-N,N-dimethylacetamide C(C)C=1N=C2N(C=C(C=C2)N2CCN(CC2)CC(=O)N(C)C)C1N(C)C=1SC(=C(N1)C1=CC=C(C=C1)F)CO